(3R,4R)-1-(cyclopropylsulfonyl)-4-((7-(5-(difluoromethoxy)pyridin-2-yl)-5-fluoropyrrolo[2,1-f][1,2,4]triazin-2-yl)amino)piperidin-3-ol C1(CC1)S(=O)(=O)N1C[C@H]([C@@H](CC1)NC1=NN2C(C=N1)=C(C=C2C2=NC=C(C=C2)OC(F)F)F)O